(Z)-5-[4-(piperidin-4-oxy)benzylidene]thiazolidine-2,4-dione N1CCC(CC1)OC1=CC=C(\C=C/2\C(NC(S2)=O)=O)C=C1